(2S,5R)-7-oxo-2-(N-(thiazole-2-carbonyl) carbamimidoyl)-1,6-diazabicyclo[3.2.1]octan-6-yl hydrogen sulfate S(=O)(=O)(ON1[C@@H]2CC[C@H](N(C1=O)C2)C(NC(=O)C=2SC=CN2)=N)O